N-[5-cyclopropyl-1-[8-(trifluoromethyl)quinolin-5-yl]Piperidin-3-yl]-N-methyl-2-(morpholin-4-yl)acetamide C1(CC1)C1CC(CN(C1)C1=C2C=CC=NC2=C(C=C1)C(F)(F)F)N(C(CN1CCOCC1)=O)C